N-trifluoromethylpyridinecarboxamide FC(NC(=O)C1=NC=CC=C1)(F)F